BrC=1N=NC(=CC1)C1CC1 3-Bromo-6-cyclopropyl-pyridazine